N-(5-(2,2,2-trifluoroethyl)pyridin-2-yl)-1H-indol-6-amine FC(CC=1C=CC(=NC1)NC1=CC=C2C=CNC2=C1)(F)F